C[C]C Dimethyl-carbon